3-bromo-5-chloro-2-(methylthio)pyridine 4-triazolebutanoate N1N=NC(=C1)CCCC(=O)O.BrC=1C(=NC=C(C1)Cl)SC